1-methyl-3-tosylpyrrolo[1,2-a]quinolin-2(1H)-one CC1C(C(=C2N1C1=CC=CC=C1C=C2)S(=O)(=O)C2=CC=C(C)C=C2)=O